NC1=C(C(=CC=C1)C)C(=O)O aminotoluic acid